C(#N)C(=CC1=CC=C(C=C1)OC)C1=C(C=C(C(=C1)OC)C(=CC1=CC=C(C=C1)OC)C#N)OC 1,4-bis(R-cyano-4-methoxystyryl)-2,5-dimethoxybenzene